C1(CC1)N(C(=O)C=1C(=NNC1F)C(F)F)CC1=C(C=CC=C1)C1CC1 N-cyclopropyl-N-(2-cyclopropylbenzyl)-3-(difluoromethyl)-5-fluoro-1H-pyrazole-4-carboxamide